C[C@@](C(=O)O)(CC(C)C)NC(=O)C1=CN=C(O1)C1=CC(=CC=C1)C1=CC(=NN1)C(NC(CC)CC)=O.S(=O)(=O)(C1=CC=C(C)C=C1)N[C@@H](CCCNC(N)=N)C(=O)O tosyl-arginine (S)-Methyl-4-Methyl-2-(2-(3-(3-(Pentan-3-Ylcarbamoyl)-1H-Pyrazol-5-yl)Phenyl)Oxazole-5-Carboxamido)Pentanoate